ClC=1C=CC=C2C=C(C=NC12)NC1=NC(=NC=C1)NC1=CC=C(OCCCN2CCS(CC2)(=O)=O)C=C1 4-(3-{p-[4-(8-chloro-3-quinolylamino)-2-pyrimidinylamino]phenoxy}propyl)-1λ6,4-thiazinane-1,1-dione